C(C)(=O)N1C2CC(C(C1)CC2)CC(=O)NC2=NC=C(C(=C2)C2=C1N(N=C2)CC(C1)(C)C)Cl (2-acetyl-2-azabicyclo[2.2.2]oct-5-yl)-N-(5-chloro-4-(5,5-dimethyl-5,6-dihydro-4H-pyrrolo[1,2-b]pyrazol-3-yl)pyridin-2-yl)acetamide